FC1=C2C(NC=NC2=CC=C1F)=O 5,6-difluoroquinazolin-4(3H)-one